(2S,3R)-3-hydroxy-2-(7-hydroxy-1-oxo-2-azaspiro[3.5]nonan-2-yl)butanamide (3-fluoropiperid-4-yl)benzyl-carbamate hydrochloride Cl.FC1CNCCC1N(C(O)=O)CC1=CC=CC=C1.O[C@@H]([C@@H](C(=O)N)N1C(C2(C1)CCC(CC2)O)=O)C